BrC=1C=C(C(=NC1O[C@@H]1CC[C@@H](CC1)C(C)C)C)N=CN(C)CC N'-{5-Bromo-6-[(cis-4-isopropylcyclohexyl)-oxy]-2-methylpyridin-3-yl}-N-ethyl-N-methylimidoformamid